N-isopropyl-5,6-diphenyl-pyrazin-2-amine C(C)(C)NC1=NC(=C(N=C1)C1=CC=CC=C1)C1=CC=CC=C1